3-(trimethylsilyl)-5-vinyl-2λ5-1,3,2-thiaazaphospholane C[Si](N1[PH3]SC(C1)C=C)(C)C